Cl.C(N)(=O)SCC(CSC(N)=O)N(C)C 1,3-bis(carbamoylthio)-2-dimethylaminopropane hydrochloride